1-[[4-[[2-(trifluoromethyl)-1,3-dioxolan-2-yl]methoxy]phenyl]methyl]-1H-pyrazole-4-carboxylic acid ethyl ester C(C)OC(=O)C=1C=NN(C1)CC1=CC=C(C=C1)OCC1(OCCO1)C(F)(F)F